FC(C1=CC=C(C=C1)C=1C2=C(N=C(N1)CN)N=CC=C2)(F)F (4-(4-(Trifluoromethyl)phenyl)pyrido[2,3-d]pyrimidin-2-yl)methanamine